(R)-(4-(difluoromethyl)-2-(2-methoxy-7-methylquinoxalin-5-yl)-7,8-dihydro-[1,4]dioxino[2',3':3,4]benzo[1,2-d]thiazol-7-yl)methyl (6-methoxypyridin-3-yl)carbamate COC1=CC=C(C=N1)NC(OC[C@@H]1OC2=C(C3=C(N=C(S3)C3=C4N=CC(=NC4=CC(=C3)C)OC)C(=C2)C(F)F)OC1)=O